2-(1-methyl-1H-imidazol-2-yl)-N-(4-(pyridin-2-ylmethyl)piperidin-4-yl)acetamide bis(2,2,2-trifluoroacetate) FC(C(=O)O)(F)F.FC(C(=O)O)(F)F.CN1C(=NC=C1)CC(=O)NC1(CCNCC1)CC1=NC=CC=C1